1-(4-cyclohexylphenyl)ethanone tert-butyl-N-[(1S,3R,4R)-4-[3-(2,4-dioxohexahydropyrimidin-1-yl)-1-methyl-indazol-6-yl]-3-hydroxy-cyclohexyl]carbamate C(C)(C)(C)OC(N[C@@H]1C[C@H]([C@H](CC1)C1=CC=C2C(=NN(C2=C1)C)N1C(NC(CC1)=O)=O)O)=O.C1(CCCCC1)C1=CC=C(C=C1)C(C)=O